ClC1=CC=C(C=C1)NC(=O)C1CCC2(CC(C2)C2=CC=NC3=CC=C(C=C23)F)CC1 N-(4-chlorophenyl)-2-(6-fluoroquinoline-4-yl)spiro[3.5]nonane-7-carboxamide